4-(benzyloxy)-2,3-dihydro-1H-indole-2,3-dione C(C1=CC=CC=C1)OC1=C2C(C(NC2=CC=C1)=O)=O